C(=O)OC1=C(C(=CC=C1)F)C1=C2C(=C(N=N1)N[C@H]1CN(CCC1)CCO)C=NC=C2 3-fluoro-2-(4-{[(3R)-1-(2-hydroxyethyl)piperidin-3-yl]amino}pyrido[3,4-d]pyridazin-1-yl)phenol formate